N-benzyl-5-(4-hydroxybenzyl)-2-(hydroxymethyl)-7-(naphthalen-1-ylmethyl)-3,6-dioxohexahydroimidazo[1,2-a]pyrazine-1(5H)-carboxamide C(C1=CC=CC=C1)NC(=O)N1C(C(N2C1CN(C(C2CC2=CC=C(C=C2)O)=O)CC2=CC=CC1=CC=CC=C21)=O)CO